C(=O)[O-].FC(OC1=CC=C(C=C1)C1=CN=C2N1C=CN=C2NC2=CC(=C(C(=O)NCCCCCC[N+](C)(C)C)C=C2)C)F 6-(4-((3-(4-(difluoromethoxy)phenyl)imidazo[1,2-a]pyrazin-8-yl)amino)-2-methylbenzamido)-N,N,N-trimethylhexan-1-aminium formate